1-oxa-6-azaspiro[3.3]heptane oxalate C(C(=O)O)(=O)O.O1CCC12CNC2